O1CC(C(=O)C=2C(O)=CC(O)=CC12)C1=CC=C(O)C=C1 Dihydrogenistein